BrC1=NNC2=NC=NC(=C21)N2CCN(CC2)C(C(=O)NCCN(C)C)C2=CC=C(C=C2)Cl (+)-2-(4-(3-bromo-1H-pyrazolo[3,4-d]pyrimidin-4-yl)piperazin-1-yl)-2-(4-chlorophenyl)-N-(2-(dimethylamino)ethyl)acetamide